COC=1C=2N(N=C(C1)C=1N=C3N(C(C1)=O)C=C(S3)C3C[C@@H]1CNC[C@H](C3)O1)C=C(N2)C |r| 7-(8-methoxy-2-methyl-imidazo[1,2-b]pyridazin-6-yl)-2-[rac-(1S,5R)-9-oxa-3-azabicyclo[3.3.1]nonan-7-yl]thiazolo[3,2-a]pyrimidin-5-one